N1CCC2=CC(=CC=C12)C(=O)N1CCCC1 indolin-5-yl-(pyrrolidin-1-yl)methanone